COC(C1=CC(=CC=C1)NC[C@H]1OCCC1)=O 3-((((S)-tetrahydrofuran-2-yl)methyl)amino)benzoic acid methyl ester